FC(C1(CCC1)NC(=O)C=1C=NN2C1CN(CC2)C(=O)OC(C)(C)C)(F)F tert-butyl 3-{[1-(trifluoromethyl)cyclobutyl]carbamoyl}-4H,5H,6H,7H-pyrazolo[1,5-a]pyrazine-5-carboxylate